CC(CNC(OC(C)(C)C)=O)CCC(C=1C=NC=CC1)=O tert-butyl N-[2-methyl-5-oxo-5-(3-pyridyl)Pentyl]carbamate